FC1=CC=C(C=C1)N1C=C(C2=CC(=CC=C12)OC)C#N 1-(4-fluorophenyl)-5-methoxy-1H-indole-3-carbonitrile